N1(N=CN=C1)CCNC=1C(=NC=C(C1)NC1=CC=CC=C1)C1=CC=CC=C1 N3-(2-(1H-1,2,4-triazol-1-yl)ethyl)-N5,2-diphenylpyridine-3,5-diamine